Para-toluic acid C1(=CC=C(C=C1)C(=O)O)C